6-((4-bromo-2-fluorophenyl)amino)-7-fluoro-N-(2-hydroxyethoxy)-3-methylbenzofuran-5-carboxamide BrC1=CC(=C(C=C1)NC1=C(C2=C(C(=CO2)C)C=C1C(=O)NOCCO)F)F